sodium 4-bromo-8-amino-naphthalene-1-sulfonate BrC1=CC=C(C2=C(C=CC=C12)N)S(=O)(=O)[O-].[Na+]